C(C)C=1SC=CC1C=1C=C(C(=O)O)C=C(C1)F 3-(2-ethylthiophen-3-yl)-5-fluorobenzoic acid